C(#N)C=1C=CC2=C(NC(=N2)C2(CCC2)C=2N=C3CCCN(C3=CC2)C(=O)OC2CC2)C1 cyclopropyl 6-[1-(6-cyano-1H-benzimidazol-2-yl)cyclobutyl]-3,4-dihydro-1,5-naphthyridine-1(2H)-carboxylate